COC=1C=C(C=C(C1)OC)/C=C/C(=O)NNC(\C=C\C1=CC(=CC(=C1)OC)OC)=O (E)-3-(3,5-dimethoxyphenyl)-N'-((E)-3-(3,5-dimethoxyphenyl)acryloyl)acrylohydrazide